6-methyl-2-(6-phenylhex-2-yn-1-yl)-1,3,6,2-dioxazaborocan-4,8-dione CN1CC(OB(OC(C1)=O)CC#CCCCC1=CC=CC=C1)=O